2-(2,6-dioxopiperidin-3-yl)-5-(methyl((1R,2S)-2-(methylamino)-2,3-dihydro-1H-inden-1-yl)amino)isoindoline-1,3-dione O=C1NC(CCC1N1C(C2=CC=C(C=C2C1=O)N([C@H]1[C@H](CC2=CC=CC=C12)NC)C)=O)=O